FC1=CC(=C(C=C1C=1C=NN(C1)C)O)C=1N=NC(=CC1)O[C@@H]1[C@@H]([C@H]2CC[C@@H](C1)N2)F 4-fluoro-2-(6-(((1r,2r,3s,5s)-2-fluoro-8-azabicyclo[3.2.1]oct-3-yl)oxy)pyridazin-3-yl)-5-(1-methyl-1H-pyrazol-4-yl)phenol